C1=NC=NC=C1 2,4-diazin